bis(4-hydroxyphenyl)-diphenylmethane OC1=CC=C(C=C1)C(C1=CC=CC=C1)(C1=CC=CC=C1)C1=CC=C(C=C1)O